2-[3-(dibenzothiophene-4-yl)phenyl]-1H-benzimidazole C1=CC=C(C=2SC3=C(C21)C=CC=C3)C=3C=C(C=CC3)C3=NC2=C(N3)C=CC=C2